2-((4-fluorobenzyl)amino)-4-(trifluoromethyl)benzoic acid FC1=CC=C(CNC2=C(C(=O)O)C=CC(=C2)C(F)(F)F)C=C1